(R)- or (S)-N-((6-bromo-1-(4-(trifluoromethyl)phenyl)-2,3-dihydro-1H-pyrido[2,3-b][1,4]oxazin-3-yl)methyl)acetamide BrC=1C=CC2=C(O[C@@H](CN2C2=CC=C(C=C2)C(F)(F)F)CNC(C)=O)N1 |o1:7|